C(CC(C)C)(=O)NCC(=O)O N-isovaleryl-aminoacetic acid